Cl.FC=1C=CC(=C(OC2CCNCC2)C1)C(F)(F)F 4-(5-fluoro-2-(trifluoromethyl)phenoxy)piperidine Hydrochloride